(R)-6-bromo-N-((R)-1-(2-fluoro-3-(trifluoromethyl)phenyl)ethyl)-2-methyl-2,3-dihydroimidazo[1,2-a]pyridine-8-carboxamide BrC=1C=C(C=2N(C1)C[C@H](N2)C)C(=O)N[C@H](C)C2=C(C(=CC=C2)C(F)(F)F)F